(4-(3-(3,3-difluorocyclobutyl)-1,2,4-oxadiazol-5-yl)-4-isopropylpiperidine-1-yl)((7S,9R)-9-hydroxy-6-azaspiro[3.5]nonan-7-yl)methanone FC1(CC(C1)C1=NOC(=N1)C1(CCN(CC1)C(=O)[C@H]1NCC2(CCC2)[C@@H](C1)O)C(C)C)F